2-(2,6-Dioxo-3-piperidyl)-4-[[3-[methyl-[3-(methylamino)propyl]amino]cyclobutyl]amino]isoindoline-1,3-dione O=C1NC(CCC1N1C(C2=CC=CC(=C2C1=O)NC1CC(C1)N(CCCNC)C)=O)=O